ClC1=CC=C(C=C1)C=1N=C2N(C=CC=C2)C1CN1CC2CCC(C1)N2C(=O)NC2=C(C=CC=C2Cl)Cl 3-{[2-(4-Chlorophenyl)imidazo[1,2-a]pyridin-3-yl]methyl}-N-(2,6-dichlorophenyl)-3,8-diazabicyclo[3.2.1]octane-8-carboxamide